ClC1=CC(=C2C(=N1)N(C=N2)C)C 5-chloro-3,7-dimethyl-3H-imidazo[4,5-b]pyridine